C(C)OC=1C=C(C=C(C1S(=O)(=O)C)OCC)C1(OCCO1)C 2-[3,5-diethoxy-4-(methylsulfonyl)phenyl]-2-methyl-1,3-dioxolane